C1(=CC=CC=C1)COC(=O)N1C[C@H](NCCC1)CC (R)-3-Ethyl-1,4-diazepan-1-carboxylic acid phenylmethyl ester